C(C)(C)(CC)O[Bi](OC(C)(C)CC)OC(C)(C)CC tri-t-amyloxybismuth(III)